(S)-N-(2,4-dichloro-benzyl)-5-fluoro-8-oxo-5,6,7,8-tetra-hydroquinoline-5-carboxamide ClC1=C(CNC(=O)[C@]2(C=3C=CC=NC3C(CC2)=O)F)C=CC(=C1)Cl